O=C1NC(CCC1N1C(C2=CC=CC(=C2C1=O)OCC(=O)NCCCCCCCNC(OCC1=CC=CC=C1)=O)=O)=O benzyl (7-(2-((2-(2,6-dioxopiperidin-3-yl)-1,3-dioxoisoindolin-4-yl)oxy) acetamido)heptyl)carbamate